p-acetoxy-N-methyl-L-phenylalanine C(C)(=O)OC1=CC=C(C[C@H](NC)C(=O)O)C=C1